FC=1C(=NC=CC1CC=1C(OC2=CC(=CC=C2C1C)OC1=NC=CC=C1F)=O)NS(NC)(=O)=O 3-[[3-fluoro-2-(methylsulfamoylamino)-4-pyridyl]methyl]-7-[(3-fluoro-2-pyridyl)oxy]-4-methyl-chromen-2-one